NC=1C2=C(N=CN1)N(C=C2C2=CC=C(C1=C2CC(O1)(C)C)NC(=O)NC1=CC(=C(C=C1)OC1CCN(CC1)C)C(F)(F)F)C1CC1 1-(4-(4-amino-7-cyclopropyl-7H-pyrrolo[2,3-d]pyrimidin-5-yl)-2,2-dimethyl-2,3-dihydrobenzofuran-7-yl)-3-(4-((1-methylpiperidin-4-yl)-oxy)-3-(trifluoromethyl)phenyl)urea